N-(5-((4-(1H-pyrrolo[3,2-c]pyridin-1-yl)-1,3,5-triazin-2-yl)amino)-2-((2-(dimethylamino)ethyl)(methyl)amino)-4-methoxyphenyl)acrylamide N1(C=CC=2C=NC=CC21)C2=NC(=NC=N2)NC=2C(=CC(=C(C2)NC(C=C)=O)N(C)CCN(C)C)OC